N1C=C(C2=NC=CC=C21)NC(C(=O)NC2=NC=C(C=C2)C(F)(F)F)=O N1-(1H-pyrrolo[3,2-b]pyridin-3-yl)-N2-(5-(trifluoro-methyl)pyridin-2-yl)oxalamide